3-[4-(phenyloxy)phenyl]pyrazolo[3,4-d]pyrimidin-4-amine C1(=CC=CC=C1)OC1=CC=C(C=C1)C1=NNC2=NC=NC(=C21)N